NC=1C=C(C=C2C=C(N=CC12)NC(=O)[C@H]1[C@@H](C1)C#N)C1=CC(=NN1C)C(=O)NC 5-(8-amino-3-(trans-2-cyanocyclopropane-1-carboxamido)isoquinolin-6-yl)-N,1-dimethyl-1H-pyrazole-3-carboxamide